FC1=CC2=C(NC3=CC=C(C=C23)C(=O)N)N=C1 3-fluoro-9H-pyrido[2,3-b]indole-6-carboxamide